(±)-N-(4,5-dichloro-2-fluorophenyl)-1-fluoro-9-oxo-6,7,8,9-tetrahydro-5H-5,8-epiminocyclohepta[c]pyridine-10-carboxamide ClC1=CC(=C(C=C1Cl)NC(=O)N1C2CCC1C(C=1C(=NC=CC12)F)=O)F